OCCN1CCC(CC1)COC=1C=NC(=NC1)C=1C=C(C=CC1)CN1N=C(C=CC1=O)C=1C=C(C#N)C=CC1 3-(1-{[3-(5-{[1-(2-hydroxyethyl)piperidin-4-yl]methoxy}pyrimidin-2-yl)phenyl]methyl}-6-Oxo-1,6-dihydropyridazin-3-yl)benzonitrile